3-(tert-butoxycarbonylamino)-3-(1-hydroxy-1-methyl-ethyl)cyclobutanecarboxylic acid tert-butyl ester C(C)(C)(C)OC(=O)C1CC(C1)(C(C)(C)O)NC(=O)OC(C)(C)C